N-(2-furylmethyl)-5-(1-methylpyrazol-4-yl)imidazo[2,1-b][1,3,4]thiadiazol-2-amine O1C(=CC=C1)CNC1=NN2C(S1)=NC=C2C=2C=NN(C2)C